(E)-N-(tert-butyl)-2,6-dichloro-4-(2-ethoxyvinyl)-5-fluoronicotinamide C(C)(C)(C)NC(C1=C(N=C(C(=C1\C=C\OCC)F)Cl)Cl)=O